2-[3-(bromomethyl)phenyl]acetic acid BrCC=1C=C(C=CC1)CC(=O)O